1-cyclopropylmethyl-5-(4-oxo-1,6-dihydropyrimidin-2-yl)-1H-indole-3-carbonitrile C1(CC1)CN1C=C(C2=CC(=CC=C12)C=1NCCC(N1)=O)C#N